C1(=CC=CC=C1)C(C)(C1=CC=C(C=C1)N1C(C=CC1=O)=O)C1=CC=C(C=C1)N1C(C=CC1=O)=O 1-phenyl-1,1-bis(4-maleimidophenyl)ethane